ClC1=CC=C(C=C1)C(C(C(C)O)C=1SC=CC1)=O 1-(4-chlorophenyl)-3-hydroxy-2-(thiophen-2-yl)-1-butanone